methyl (5-((3,4,5-trimethoxyphenyl)thio)-1H-benzo[d]imidazol-2-yl)carbamate COC=1C=C(C=C(C1OC)OC)SC1=CC2=C(NC(=N2)NC(OC)=O)C=C1